4-(4,4-Difluorocyclohexyl)-1-((4aR,6R,7R,8R,8aR)-7-methoxy-2,2-dimethyl-8-(4-(3,4,5-trifluorophenyl)-1H-1,2,3-triazol-1-yl)hexahydropyrano[3,2-d][1,3]dioxin-6-yl)but-3-yn-2-one FC1(CCC(CC1)C#CC(C[C@@H]1[C@@H]([C@H]([C@H]2OC(OC[C@H]2O1)(C)C)N1N=NC(=C1)C1=CC(=C(C(=C1)F)F)F)OC)=O)F